(R)-7-(5-(5-(1-(3,5-dichloropyridin-4-yl)ethoxy)-1H-indazol-3-yl)pyridin-2-yl)-3-(trifluoromethyl)-5,6,7,8-tetrahydro-[1,2,4]triazolo[4,3-a]pyrazine ClC=1C=NC=C(C1[C@@H](C)OC=1C=C2C(=NNC2=CC1)C=1C=CC(=NC1)N1CC=2N(CC1)C(=NN2)C(F)(F)F)Cl